CC=1C(=NC=CC1)OCC1(CCC1)N 1-(((3-methylpyridin-2-yl)oxy)methyl)cyclobutane-1-amine